4-(2-chloro-3-iodophenyl)piperidine-1-carboxylic acid tert-butyl ester C(C)(C)(C)OC(=O)N1CCC(CC1)C1=C(C(=CC=C1)I)Cl